ClC1=CC=C(CN2N=C(C3=CC(=CC=C23)C)C(=O)O)C=C1 1-(4-chlorobenzyl)-5-methyl-1H-indazole-3-carboxylic acid